eicosane-5,6-diol CCCCC(C(CCCCCCCCCCCCCC)O)O